N-(4-((3,5-Bis(trifluoromethyl)benzyl)amino)-2-chlorophenyl)-5-chloro-2-hydroxybenzamide FC(C=1C=C(CNC2=CC(=C(C=C2)NC(C2=C(C=CC(=C2)Cl)O)=O)Cl)C=C(C1)C(F)(F)F)(F)F